CC(C)(C)OC(NN[C@@H]1CC[C@@H](CC1)N(C1=CC=C(C=C1)F)C(C)C)=O.CC1=CC=2C(=C3CCCC3=CC2C1)C=1C2=CC=CC=C2C=C2C=CC=CC12 9-(6-methyl-1,2,3,7-tetrahydro-s-indacen-4-yl)anthracene cis-1,1-dimethylethyl-N-[[4-(4-fluoro-N-isopropyl-anilino)cyclohexyl]amino]carbamate